[Si](C1=CC=CC=C1)(C1=CC=CC=C1)(C(C)(C)C)OCCC(CO)(C)C 4-[tert-butyl(diphenyl)silyl]oxy-2,2-dimethyl-butan-1-ol